CCCCCCC(CCCCCCCCCCC(=O)CC1=CC(=CC(=O)O1)O)O The molecule is an acyl tetraketide pyran-2-one that is 4-hydroxy-2H-pyran-2-one in which the hydrogen at position 6 is replaced by a 13-hydroxy-2-oxononadecyl group. It is a 6-(acylmethyl)-4-hydroxy-2H-pyran-2-one and a secondary alcohol.